ClC=1C=C(C)C=CC1Br 3-Chloro-4-Bromotoluene